[N+](=O)([O-])CC(=O)[O-].[Pd+2].[N+](=O)([O-])CC(=O)[O-] palladium nitroacetate